3-(7-Chloro-2,4-dioxo-3,4-dihydroquinazolin-1(2H)-yl)benzonitrile ClC1=CC=C2C(NC(N(C2=C1)C=1C=C(C#N)C=CC1)=O)=O